FC1=CC(=C(C#N)C=C1)[N+](=O)[O-] 4-Fluoro-2-nitrobenzonitrile